ClC1=NC(=CC(=C1)C=1C(=NN2C1N=C(C=C2)NC21CC(C2)(C1)O)C=1C=C(C#N)C=CC1)C 3-[3-(2-chloro-6-methyl-4-pyridinyl)-5-[(3-hydroxy-1-bicyclo[1.1.1]pentanyl)amino]pyrazolo[1,5-a]pyrimidin-2-yl]benzonitrile